N-[(S)-{5-[1-(3,3-Difluoroazetidine-1-carbonyl)-3,3-Difluoropropyl]-4-fluoro-1H-benzimidazol-2-yl}(4,4-Difluorocyclohexyl)methyl]carbamic acid tert-butyl ester C(C)(C)(C)OC(N[C@@H](C1CCC(CC1)(F)F)C1=NC2=C(N1)C=CC(=C2F)C(CC(F)F)C(=O)N2CC(C2)(F)F)=O